2-(4-Fluoro-2-methylphenoxy)-N-(2-oxo-1,2-dihydropyridin-4-yl)-4-(trifluoromethyl)-5-(1-(trifluoromethyl)cyclopropyl)benzamide FC1=CC(=C(OC2=C(C(=O)NC3=CC(NC=C3)=O)C=C(C(=C2)C(F)(F)F)C2(CC2)C(F)(F)F)C=C1)C